4-(2-pyridylmethyl)piperidine-1-carboxylic acid tert-butyl ester C(C)(C)(C)OC(=O)N1CCC(CC1)CC1=NC=CC=C1